OC1(CCN(CC1)C(=O)C1=CC=C(C=C1)C1=CC=CN2C1=NC(=CC2=O)C(F)(F)F)C 9-(4-((4-hydroxy-4-methylpiperidin-1-yl)carbonyl)phenyl)-2-(trifluoromethyl)-4H-pyrido[1,2-a]pyrimidin-4-one